N1N=CC2=CC(=CC=C12)NC1=NC(=NC=C1)C1=CC=C(C=C1)C=CC(=O)NC1CC1 3-(4-(((1H-indazol-5-yl)amino)pyrimidin-2-yl)phenyl)-N-cyclopropylacrylamide